FC1=CC=C(C=C1)C1CNCCO1 2-(4-fluoro-phenyl)morpholine